C(C)(C)(C)OC(=O)N[C@H](C(=O)O)[C@H](C)C1=C(C(=CC=C1F)C)C (2S,3R)-2-(tert-butoxycarbonylamino)-3-(6-fluoro-2,3-dimethylphenyl)butanoic acid